CC1=CC=C(CS(=O)(=O)OC2=CN=NC=C2)C=C1 pyridazin-4-yl 4-methylbenzyl-sulfonate